ClCC(=O)C1=C(N(C=2C1=NC=C(C2)CC(=O)OCC)C2=CC=C(C=C2)C#N)C Ethyl [3-(2-Chloro-acetyl)-1-(4-cyano-phenyl)-2-methyl-1H-pyrrolo[3,2-b]pyridin-6-yl]acetate